8-methoxy-N-((S)-3,3,3-trifluoro-2-((R)-7-(4-fluorophenyl)-3-methyl-3-(1H-pyrrol-1-yl)-2,3-dihydrofuro[2,3-c]pyridin-5-yl)-2-hydroxypropyl)quinoline-6-carboxamide COC=1C=C(C=C2C=CC=NC12)C(=O)NC[C@](C(F)(F)F)(O)C=1C=C2C(=C(N1)C1=CC=C(C=C1)F)OC[C@@]2(N2C=CC=C2)C